2-FLUORO-3-METHYLPYRIDINE-5-BORONIC ACID FC1=NC=C(C=C1C)B(O)O